[Na+].C(CCCCCCC)S(=O)(=O)[O-] octyl-sulfonic acid, sodium salt